CC(C)(C)C=1C=C(C=C(C1O)C(C)(C)C)CCC(=O)NNC(CCC1=CC(=C(C(=C1)C(C)(C)C)O)C(C)(C)C)=O 3,5-Bis(1,1-dimethylethyl)-4-hydroxybenzenepropionic acid 2-[3-[3,5-bis(1,1-dimethylethyl)-4-hydroxyphenyl]-1-oxopropyl]hydrazide